(S)-4-(5-(5-fluoro-2-methoxypyridin-4-yl)-1H-pyrazole-3-carbonyl)-N-(1-((R)-tetrahydrofuran-3-yl)azetidin-3-yl)-4-azaspiro[2.5]octane-7-carboxamide FC=1C(=CC(=NC1)OC)C1=CC(=NN1)C(=O)N1C2(CC2)C[C@H](CC1)C(=O)NC1CN(C1)[C@H]1COCC1